P(=O)(OC(C)(C)C)(OC(C)(C)C)OCC1=C(C=CC=C1)CO[Si](C)(C)C(C)(C)C di-tert-butyl (2-(((tert-butyldimethylsilyl)oxy)methyl)benzyl) phosphate